5-(DIFLUOROMETHOXY)PYRAZINE-2-CARBOXALDEHYDE FC(OC=1N=CC(=NC1)C=O)F